3-(5-(2,6-di-tert-butylanthracen-9-yl)-1H-pyrrol-2-yl)-1-(3,5-dimethoxyphenyl)-1H-indazole C(C)(C)(C)C1=CC2=C(C3=CC=C(C=C3C=C2C=C1)C(C)(C)C)C1=CC=C(N1)C1=NN(C2=CC=CC=C12)C1=CC(=CC(=C1)OC)OC